C[C@H]1CN(C[C@H](O1)C)CC1=NC=C(C=C1)C1=CC2=C(CC3=C2NN=C3C3=CC=C2C=NN(C2=C3)C)S1 (2S,6R)-2,6-dimethyl-4-((5-(3-(1-methyl-1H-indazol-6-yl)-1,4-dihydro-thieno[2',3':4,5]cyclopenta[1,2-c]pyrazol-6-yl)pyridin-2-yl)methyl)morpholine